FC(C=1C=C(C=C(C1)C(F)(F)F)C1=NN(C=N1)\C=C/C(=O)NN1CCC=2C1=NC=CC2)(F)F (Z)-3-(3-(3,5-bis(trifluoromethyl)phenyl)-1H-1,2,4-triazol-1-yl)-N-(2,3-dihydro-1H-pyrrolo[2,3-b]pyridin-1-yl)acrylamide